ClC1=C(C=CC(=C1)C(F)(F)F)NC(=O)C1(CCC1)N1N=C2C(=C1)CN(C2)CC2CN(C2)C(=O)OC(C)(C)C tert-butyl 3-((2-(1-((2-chloro-4-(trifluoromethyl)phenyl)carbamoyl)cyclobutyl)-2,6-dihydropyrrolo[3,4-c]pyrazol-5(4H)-yl)methyl)azetidine-1-carboxylate